Isophoron oxid O=C1C2C(CC(C)(C)C1)(C)O2